C(CC)C1=CN=CC=2C=CC=C(C12)C(=O)O 4-propylisoquinoline-5-carboxylic acid